isopropyl (2R,3S,5R)-3-((N,N-dimethylsulfamoyl)amino)-2-((((1S,3S,6R)-6-(5-fluoropyrimidin-2-yl)bicyclo[4.1.0]heptan-3-yl)oxy)methyl)-5-methylpyrrolidine-1-carboxylate CN(S(=O)(=O)N[C@@H]1[C@@H](N([C@@H](C1)C)C(=O)OC(C)C)CO[C@@H]1C[C@@H]2C[C@@]2(CC1)C1=NC=C(C=N1)F)C